F[C@@H]1C[C@@H](N2N=C(N=C21)CCC#N)C2=CC=CC=C2 3-((5R,7R)-7-fluoro-5-phenyl-6,7-dihydro-5H-pyrrolo[1,2-b][1,2,4]triazol-2-yl)propionitrile